BrC1=C2C=CN(C2=C(C=C1C)C)S(=O)(=O)C1=CC=C(C)C=C1 4-bromo-5,7-dimethyl-1-p-toluenesulfonyl-1H-indole